C12CC(C1)(C2)NC(=O)C2=NC=CC(=C2)NC(CC2=C(C=CC(=C2)C(C)(C)C)O)=O N-(3-bicyclo[1.1.1]pentyl)-4-[[2-(5-tert-butyl-2-hydroxy-phenyl)acetyl]amino]pyridine-2-carboxamide